C(CC)C(CCCCCCCC)OCCO 2-[(1-n-propylnonyl)oxy]ethanol